methyl 4-(chlorosulfonyl)-3-nitrobenzoate ClS(=O)(=O)C1=C(C=C(C(=O)OC)C=C1)[N+](=O)[O-]